ClC1=CC=C(C=C1)C1=NN(C[C@@H]1C1=CC=CC=C1)C(NCCS(N)(=O)=O)=NS(=O)(=O)C1=C(C=CC=C1)C#C (S)-3-(4-chlorophenyl)-N'-((2-ethynylphenyl)sulfonyl)-4-phenyl-N-(2-sulfamoylethyl)-4,5-dihydro-1H-pyrazole-1-carboximidamide